4-(2-((1r,3r)-3-cyanocyclobutane-1-carbonyl)-5-methyl-1H-pyrrol-1-yl)benzonitrile C(#N)C1CC(C1)C(=O)C=1N(C(=CC1)C)C1=CC=C(C#N)C=C1